S(N)(=O)(=O)C1=CC=C(C=C1)C1=CC=CO1 5-(4-sulfamoylphenyl)furan